phenyl ethyl(methyl)carbamate C(C)N(C(OC1=CC=CC=C1)=O)C